4-[5-(difluoromethyl)-8-(2,6-difluorophenyl)-3,4,7,9,12-pentazatricyclo[8.4.0.02,6]tetradeca-1(10),2(6),4,7,11,13-hexaen-13-yl]morpholine FC(C1=NNC=2C=3C=C(N=CC3NC(=NC12)C1=C(C=CC=C1F)F)N1CCOCC1)F